[Na+].C(CCCCCCCCCCCCCCCCC)(=O)OC[C@@H](OC(CCCCCCCCCCCCCCCCC)=O)COP(=O)(O)OC[C@H](N)C(=O)[O-] 1,2-distearoyl-sn-glycero-3-phospho-L-serine sodium salt